ethyl 4-hydroxybenzoate hydroxybenzoate OC1=C(C(=O)O)C=CC=C1.OC1=CC=C(C(=O)OCC)C=C1